C(C(C)(C)C)(=O)OCN1N=NC(=C1)C1CN(C1)C(CCC=1C=NC(=NC1)NC1CC2=CC(=C(C=C2C1)F)F)=O (4-(1-(3-(2-((5,6-difluoro-2,3-dihydro-1H-inden-2-yl)amino)pyrimidine-5-yl)propanoyl)azetidin-3-yl)-1H-1,2,3-triazol-1-yl)methyl pivalate